4-({[2-fluoro-4-methoxy-5-(quinolin-6-ylmethoxy)phenyl]carbamoyl}amino)thiophene-2,3-dicarboxylic acid dimethyl ester COC(=O)C=1SC=C(C1C(=O)OC)NC(NC1=C(C=C(C(=C1)OCC=1C=C2C=CC=NC2=CC1)OC)F)=O